3-bromo-4-(bromomethyl)benzonitrile BrC=1C=C(C#N)C=CC1CBr